hydroxy-5a-androstan-3-one C[C@]12CCC(=O)C[C@@H]1CC[C@@H]3[C@@H]2CC[C@]4([C@H]3CCC4)CO